N-(5-(4-fluorophenoxy)pyridin-2-yl)-2-(4-(5-oxo-1-(2,2,2-trifluoroethyl)-2,5-dihydro-1H-pyrrole-3-carbonyl)piperazin-1-yl)propanamide dimethyl-2-(bromomethyl)fumarate COC(\C(=C\C(=O)OC)\CBr)=O.FC1=CC=C(OC=2C=CC(=NC2)NC(C(C)N2CCN(CC2)C(=O)C=2CN(C(C2)=O)CC(F)(F)F)=O)C=C1